(5Z)-oct-5-en CCCC\C=C/CC